(6R)-6-benzyloxy-12-cyclopropyl-17-nitro-6,15-bis(trifluoromethyl)-13,19-dioxa-3,4,18-triazatricyclo[12.3.1.12,5]nonadeca-1(17),2,4,9,14(18),15-hexaene C(C1=CC=CC=C1)O[C@]1(C2=NN=C(C3=C(C=C(C(OC(CC=CCC1)C1CC1)=N3)C(F)(F)F)[N+](=O)[O-])O2)C(F)(F)F